N1=CC=C(C=C1)N1N=CC(=C1N)C(=O)C1=CC(=CC=C1)OCC(COC(CCC)=O)OC(CCC)=O 2-(4-pyridyl)-3-amino-4-(3-[2,3-di{butyroyloxy}propyloxy]phenyl)carbonyl-Pyrazole